3-(benzylamino)propionitrile C(C1=CC=CC=C1)NCCC#N